NC=1C(=C(C=CC1)C1=C(C(=CC=C1)C1=CC=C(C(=N1)OC)CN(C)CC12CCC(CC1)(C2)C(=O)OC)Cl)C methyl 4-((((6-(3'-amino-2-chloro-2'-methyl-[1,1'-biphenyl]-3-yl)-2-methoxypyridin-3-yl)methyl)(methyl)amino)methyl)bicyclo[2.2.1]heptane-1-carboxylate